(bromomethyl)-5-fluoro-3-methylquinoxalin-2(1H)-one BrCN1C(C(=NC2=C(C=CC=C12)F)C)=O